N-(3-(azepan-1-ylsulfonyl)-2-methylphenyl)-2-(4,5-dichloro-6-oxopyridazin-1(6H)-yl)acetamide N1(CCCCCC1)S(=O)(=O)C=1C(=C(C=CC1)NC(CN1N=CC(=C(C1=O)Cl)Cl)=O)C